6-[6-chloro-8-(methylamino)-4-(cis-8-methyl-3,8-diazabicyclo[4.2.0]oct-3-yl)-9H-pyrido[2,3-b]indol-3-yl]-1-methyl-4-oxo-1,8-naphthyridine-3-carboxylic acid ClC=1C=C2C3=C(NC2=C(C1)NC)N=CC(=C3N3C[C@@H]1N(C[C@@H]1CC3)C)C=3C=C1C(C(=CN(C1=NC3)C)C(=O)O)=O